NC1=NC(=NN1C(=O)C=1SC=CC1C)NC1=CC=C(C=C1)S(=O)(=O)N1CCN(CC1)CC1=CC=C(C=N1)N1C(NC(CC1)=O)=O 1-(6-((4-((4-((5-amino-1-(3-methylthiophene-2-carbonyl)-1H-1,2,4-triazol-3-yl)amino)phenyl)sulfonyl)piperazin-1-yl)methyl)pyridin-3-yl)dihydropyrimidine-2,4(1H,3H)-dione